chlorobis(4-(tripropylsilyl)phenyl)phosphine ClP(C1=CC=C(C=C1)[Si](CCC)(CCC)CCC)C1=CC=C(C=C1)[Si](CCC)(CCC)CCC